COC1=CC=C(C=N1)C=1C=C(C=CC1)CC(=O)N1C[C@@H](CC[C@@H]1C)C(=O)O (3R,6S)-1-(2-(3-(6-methoxypyridin-3-yl)phenyl)acetyl)-6-methylpiperidine-3-carboxylic acid